FC(CC1=CC(=NN1C1=CC=C(C=C1)OC(F)(F)F)N1CCN(CC1)C(=O)OC(C)(C)C)F tert-butyl 4-[5-(2,2-difluoroethyl)-1-[4-(trifluoromethoxy)phenyl] pyrazol-3-yl]piperazine-1-carboxylate